OC(C)(C)C=1N=CC(=NC1)N1C(O[C@@]2(C1)C[C@](CCC2)(C)CN2C=NC1=C2C=C(C=C1)C#N)=O 1-(((5R,7R)-3-(5-(2-hydroxypropan-2-yl)pyrazin-2-yl)-7-methyl-2-oxo-1-oxa-3-azaspiro[4.5]decan-7-yl)methyl)-1H-benzo[d]imidazole-6-carbonitrile